FC=1C=C(C=C(C1)C(F)(F)F)CC(C)(O)C 1-(3-fluoro-5-(trifluoromethyl)phenyl)-2-methylpropan-2-ol